N-(4-acetamidophenyl)-2-(6-chloro-2-cyano-benzimidazol-1-yl)-N-(3-thienylmethyl)acetamide C(C)(=O)NC1=CC=C(C=C1)N(C(CN1C(=NC2=C1C=C(C=C2)Cl)C#N)=O)CC2=CSC=C2